4-fluoro-1-methoxy-6,7-dihydro-5H-cyclopenta[c]pyridine-6-carbaldehyde FC=1C2=C(C(=NC1)OC)CC(C2)C=O